acridine butyl-phosphate C(CCC)OP(=O)(O)O.C1=CC=CC2=NC3=CC=CC=C3C=C12